4-(4-(tert-butoxy)benzyl)-2,2-difluoro-3,4-dihydronaphthalen-1(2H)-one C(C)(C)(C)OC1=CC=C(CC2CC(C(C3=CC=CC=C23)=O)(F)F)C=C1